C(#N)C=1C(=NN2C1C=CC1=C2C(CC1)(C)C)NC(OC(C)(C)C)=O tert-butyl (3-cyano-8,8-dimethyl-7,8-dihydro-6H-cyclopenta[e]pyrazolo[1,5-a]pyridine-2-yl)carbamate